monomethyl galactarate O=C([C@H](O)[C@@H](O)[C@@H](O)[C@H](O)C(=O)OC)[O-]